4,4'-diisocyanato-1,2-diphenyl-ethane N(=C=O)C1=CC=C(C=C1)CCC1=CC=C(C=C1)N=C=O